2-((tert-butyldimethylsilyl)oxy)butanoate [Si](C)(C)(C(C)(C)C)OC(C(=O)[O-])CC